CC=1N=C(SC1C(=O)OCC)C1=CC=C2C(=NNC2=C1)C(NC)=O ethyl 4-methyl-2-(3-(methylcarbamoyl)-1H-indazol-6-yl)thiazole-5-carboxylate